(2S)-2-[4-(4-chlorophenoxy)-2-(trifluoromethyl)phenyl]-1-(1H-1,2,4-triazol-1-yl)propan ClC1=CC=C(OC2=CC(=C(C=C2)[C@@H](CN2N=CN=C2)C)C(F)(F)F)C=C1